BrC=1C(=NC=C(C1)F)C(F)F 3-bromo-2-(difluoromethyl)-5-fluoropyridine